FC1(CNC(N(C1)C(COC)C=1C=CC2=C(N=C(O2)C(NC(=O)C2=NON=C2C)C2CCC(CC2)(F)F)C1)=O)F N-((5-(1-(5,5-difluoro-2-oxotetrahydropyrimidin-1(2H)-yl)-2-methoxyethyl)benzo[d]oxazol-2-yl)(4,4-difluorocyclohexyl)methyl)-4-methyl-1,2,5-oxadiazole-3-carboxamide